2-anthracenamine C1=C(C=CC2=CC3=CC=CC=C3C=C12)N